C(C)(C)(C)OC(=O)N1C([C@@]2(C3=CC(=CC=C13)OC)[C@@H](C2)C2=CC=C1C(=NN(C1=C2)C(=O)OC(C)(C)C)I)=O (1R,2S)-2-(1-tert-butoxycarbonyl-3-iodo-indazol-6-yl)-5'-methoxy-2'-oxo-spiro[cyclopropane-1,3'-indoline]-1'-carboxylic acid tert-butyl ester